5-phenyl-1H-pyrazole-3-carboxylic acid C1(=CC=CC=C1)C1=CC(=NN1)C(=O)O